C(#N)C1=CC=C(C=N1)[C@@H](CN[C@@H]([C@@H]1CNC2=C(O1)N=CC(=C2)C(=O)NCC)C2=CC=CC=C2)C |o1:8| (S)-3-((R)-(((S or R)-2-(6-cyanopyridin-3-yl)propyl)amino)(phenyl)methyl)-N-ethyl-2,3-dihydro-1H-pyrido[2,3-b][1,4]oxazine-7-carboxamide